C1(=CC=CC=C1)S(=O)(=O)[C@@H]1[C@H]2C(CC([C@@H](C1)N2CC2=CC=CC=C2)=O)C(F)(F)F (1R,5R,6S)-6-(benzenesulfonyl)-8-benzyl-4-(trifluoromethyl)-8-azabicyclo[3.2.1]octan-2-one